BrC1=CN=CC2=C1OC1(CN2C(=O)NC=2C=NC(=C(C2)Cl)N2N=CC=N2)COCC1 8'-Bromo-N-(5-chloro-6-(2H-1,2,3-triazol-2-yl)pyridin-3-yl)-4,5-dihydro-2H-spiro[furan-3,2'-pyrido[4,3-b][1,4]oxazine]-4'(3'H)-carboxamide